C(CC)(=O)OCCCCCCCCCCCCCCCCCCCCCC behenyl propionate